O1C(C=CC2=CC=CC=C12)=O chromeneone